(+)-N-(3-(1-amino-1-(3-cyanophenyl)-3-cyclopropylpropyl)phenyl)-1-(3-(aminomethyl)phenyl)-3-(trifluoromethyl)-1H-pyrazole-5-carboxamide C1CC1CCC(C2=CC(=CC=C2)NC(=O)C3=CC(=NN3C4=CC=CC(=C4)CN)C(F)(F)F)(C5=CC=CC(=C5)C#N)N